CC1(CC(C1)NC1=NN2C(C=N1)=C(C=C2)C=2C=C1C=CC=NC1=CC2)NC 1,N1-dimethyl-N3-(5-(quinolin-6-yl)pyrrolo[2,1-f][1,2,4]triazin-2-yl)cyclobutane-1,3-diamine